2-((2-methoxyphenyl)amino)-8-(3-nitrophenyl)-5-((triisopropylsilyl)ethynyl)pyrido[2,3-d]pyrimidin-7(8H)-one COC1=C(C=CC=C1)NC=1N=CC2=C(N1)N(C(C=C2C#C[Si](C(C)C)(C(C)C)C(C)C)=O)C2=CC(=CC=C2)[N+](=O)[O-]